4-(2-chloro-6-fluorophenyl)-N-(2-fluoro-4-methoxy-6-nitrophenyl)-1,3-dimethyl-1H-pyrazol-5-amine ClC1=C(C(=CC=C1)F)C=1C(=NN(C1NC1=C(C=C(C=C1[N+](=O)[O-])OC)F)C)C